methyl 4-hydroxy-2-(2-methoxy-5-methylphenyl)-4-(2-methoxyphenyl)tetrahydrofuran-2-carboxylate OC1(CC(OC1)(C(=O)OC)C1=C(C=CC(=C1)C)OC)C1=C(C=CC=C1)OC